N-(2-(2-(4-(4-bromobenzyloxy)phenoxy)ethoxy)ethyl)cyclopentylamine BrC1=CC=C(COC2=CC=C(OCCOCCNC3CCCC3)C=C2)C=C1